hydroxyisoxazole potassium salt [K].OC1=NOC=C1